tert-butyl N-[1-(3-chloro-2-methoxy-pyrazolo[1,5-a]pyridin-4-yl)-4-piperidyl]-N-cyclopropyl-carbamate ClC=1C(=NN2C1C(=CC=C2)N2CCC(CC2)N(C(OC(C)(C)C)=O)C2CC2)OC